t-Hexylperoxyisopropyl monocarbonate C(OC(C)(C)OOC(C)(C)CCC)([O-])=O